FC1=C(C=CC(=C1C(=O)C=1C=C2N=C(C=NC2=CC1)N1CCCC1)F)NC(=O)NC1=CC(=C(C=C1)F)F 1-(2,4-difluoro-3-(3-(pyrrolidin-1-yl)quinoxaline-6-carbonyl)phenyl)-3-(3,4-difluorophenyl)urea